OCCC1CCN(CC1)C(=O)[C@H](CC(C)C)N1C([C@@H](NCC1)CC(C)C)=O (S)-1-[(S)-1-{[4-(2-Hydroxyethyl)-1-piperidyl]carbonyl}-3-methylbutyl]-3-isobutyl-2-piperazinone